tert-Butyl((1S,2R)-1-hydroxy-1-(4-methoxyphenyl)propan-2-yl)carbamate C(C)(C)(C)OC(N[C@@H]([C@H](C1=CC=C(C=C1)OC)O)C)=O